C[C@@H]1[C@@H](CC[C@H](C1)C(=O)OC)C(=O)OC(C)(C)C 1-tert-butyl 4-methyl (1R,2S,4R)-2-methylcyclohexane-1,4-dicarboxylate